2-(4-pentynoxy)tetrahydro-2H-pyran C(CCC#C)OC1OCCCC1